tetrahydro-2H-pyran-3-ol formate C(=O)OC1COCCC1